4-cyclopropoxy-N-(3,5-difluoro-4-{[7-(2-hydroxyethoxy)quinolin-4-yl]oxy}phenyl)pyridine-3-carboxamide C1(CC1)OC1=C(C=NC=C1)C(=O)NC1=CC(=C(C(=C1)F)OC1=CC=NC2=CC(=CC=C12)OCCO)F